2-(4-chloro-1-isopropyl-1H-pyrazol-5-yl)-5,6,7,8-tetrahydro-4H-pyrazolo[1,5-a]azepin-4-one ClC=1C=NN(C1C1=NN2C(C(CCCC2)=O)=C1)C(C)C